4-(4-((4'-chloro-4,4-dimethyl-3,4,5,6-tetrahydro-[1,1'-biphenyl]-2-yl)methyl)piperazine-1-yl)benzoic acid ClC1=CC=C(C=C1)C1=C(CC(CC1)(C)C)CN1CCN(CC1)C1=CC=C(C(=O)O)C=C1